sodium triazolone N=1N=NC(C1)=O.[Na]